1-(2-(4-(N-(3-fluorobenzyl)-3-methylbenzylamino)phenyl)acetyl)piperidine-4-carboxylic acid ethyl ester C(C)OC(=O)C1CCN(CC1)C(CC1=CC=C(C=C1)N(CC1=CC(=CC=C1)F)CC1=CC(=CC=C1)C)=O